FC(OC=1C(=CC2=C(NC(CS2)C)C1)C1=NN(C=C1NC(=O)C=1C=NN2C1N=CC=C2)CC(=O)N(C)C)F N-[3-[6-(difluoromethoxy)-3-methyl-3,4-dihydro-2H-1,4-benzothiazin-7-yl]-1-[2-(dimethylamino)-2-oxo-ethyl]pyrazol-4-yl]pyrazolo[1,5-a]pyrimidine-3-carboxamide